CC(C)OCCN1C(NC(C2=C1C=CN2)=O)=S=O 1-[2-(prop-2-yloxy)ethyl]-2-sulfinyl-1H,2H,3H,4H,5H-pyrrolo[3,2-d]pyrimidin-4-one